(sulfamoylglycyl)azetidine-3-carboxamide S(N)(=O)(=O)NCC(=O)N1CC(C1)C(=O)N